N-acetyl-α-D-neuraminic acid C(C)(=O)N[C@@H]1[C@H](C[C@@](C(O)=O)(O)O[C@H]1[C@H](O)[C@H](O)CO)O